copper-zinc tin sulfide [Sn]=S.[Zn].[Cu]